ClC=1C(N(C(=CC1OCC1=NC=C(C=C1F)F)C)C1=CC(=NC=C1C1CC1)C1=NC(=NC=C1)C(C)(C)O)=O (R)-3-chloro-5'-cyclopropyl-4-((3,5-difluoropyridin-2-yl)methoxy)-2'-(2-(2-hydroxypropan-2-yl)pyrimidin-4-yl)-6-methyl-2H-[1,4'-bipyridin]-2-one